BrC=1C=C(C=2N(C1)C(=CN2)C)F 6-bromo-8-fluoro-3-methyl-imidazo[1,2-a]pyridine